(5-propyl-1-(tetrahydro-2H-pyran-2-yl)-1,5,6,7-tetrahydrocyclopenta[f]indazol-4-yl)boronic acid C(CC)C1CCC2=C1C(=C1C=NN(C1=C2)C2OCCCC2)B(O)O